C(C)OC(=O)N1C[C@H](CC1)N1N=C(C2=CC(=CC=C12)Br)COC1=C(C(=CC=C1)C)CC(=O)OCC (S)-3-(5-bromo-3-((2-(2-ethoxy-2-oxoethyl)-3-methylphenoxy)methyl)-1H-indazol-1-yl)pyrrolidine-1-carboxylic acid ethyl ester